COC=1C=C(C=CC1OC(C)(C=C)C)C(C)=O 1-(3-methoxy-4-((2-methylbut-3-en-2-yl)oxy)phenyl)ethan-1-one